O1CC[C@@H](C2=NC=CC=C21)N(C)C[C@@H]2N(CC1=CC=CC(=C1C2)N2CCN(CC2)C)C(=O)OC(C)(C)C tert-Butyl (3R)-3-[[[(4S)-3,4-dihydro-2H-pyrano[3,2-b]pyridin-4-yl]-methyl-amino] methyl]-5-(4-methylpiperazin-1-yl)-3,4-dihydro-1H-isoquinoline-2-carboxylate